tert-butyl N-(4-bromo-1,3-thiazol-2-yl)carbamate BrC=1N=C(SC1)NC(OC(C)(C)C)=O